dibutylamine dithiocarbamate sodium salt [Na+].C(N)([S-])=S.C(CCC)NCCCC